NC1=NC=NN2C1=C(C=C2C=2C=C(C(=C(C(=O)N[C@@H]1CN(C[C@@H]1F)C(=O)C1CCC(CC1)(F)F)C2)Cl)C)C(F)(F)F 5-[4-amino-5-(trifluoromethyl)pyrrolo[2,1-f][1,2,4]triazin-7-yl]-2-chloro-N-[(3R,4S)-1-(4,4-difluorocyclohexanecarbonyl)-4-fluoropyrrolidin-3-yl]-3-methylbenzamide